O1COC2=C1C=CC(=C2)OCC(=O)N(C2CSCC2)C2=NNC=C2 2-(1,3-benzodioxol-5-yloxy)-N-(1H-pyrazol-3-yl)-N-tetrahydrothiophen-3-yl-acetamide